N1C(=CC2=CC=CC=C12)CN1CCN(CC1)N1C=CC=2C1=NC=CC2 [4-(1H-indol-2-ylmethyl)piperazin-1-yl]-1H-pyrrolo[2,3-b]Pyridine